(S)-4-(Cyclopentyloxy)-N-(7-((3-hydroxyoxetan-3-yl)ethynyl)-5-methyl-4-oxo-2,3,4,5-tetrahydrobenzo[b][1,4]oxazepin-3-yl)picolinamid C1(CCCC1)OC1=CC(=NC=C1)C(=O)N[C@@H]1C(N(C2=C(OC1)C=CC(=C2)C#CC2(COC2)O)C)=O